2,3,5,6-tetrabromopyrazine BrC1=NC(=C(N=C1Br)Br)Br